cerium-indium oxide [O-2].[In+3].[Ce+3].[O-2].[O-2]